O1N=C(C=C1)NC(=O)[C@H]1CC12CCN(CC2)C(=O)[O-] (S)-1-(isoxazol-3-ylcarbamoyl)-6-azaspiro[2.5]octane-6-carboxylate